CN(C=C(C(C1=CC=CC=C1)=O)N1CC2=CC=CC=C2C1)C 2-[1-(dimethylamino)-3-oxo-3-phenylprop-1-en-2-yl]-2,3-dihydro-1H-isoindole